OC1=CC=C(C=C1)C1=CC=C(C=C1)NC(OC(C)(C)C)=O tert-butyl (4'-hydroxy-[1,1'-biphenyl]-4-yl)carbamate